FC1=CC(=C2C(NC(=NC2=C1)CSC1CCOCC1)=O)C 7-fluoro-5-methyl-2-(((tetrahydro-2H-pyran-4-yl)thio)methyl)quinazolin-4(3H)-one